NC1=NNC2=CC=C(C=C12)C1=CC(=NC=C1)NC1=C(C=C(C=C1)O)C 4-((4-(3-amino-1H-indazol-5-yl)pyridine-2-yl)amino)-3-methylphenol